6-chloro-3-(3-methyl-3,6-diazabicyclo[3.2.0]hept-6-yl)-1H-pyrazolo[4,3-c]pyridine ClC1=CC2=C(C=N1)C(=NN2)N2C1CN(CC1C2)C